C1(CC1)C(=O)NC1=C(C(=O)NC([2H])([2H])[2H])C(=CC=N1)NC1=C2N(CC=3N(C2=CC=C1)C(N(N3)C)=O)C (cyclopropanecarboxamido)-4-((2,5-dimethyl-1-oxo-1,2,4,5-tetrahydro-[1,2,4]triazolo[4,3-a]quinoxalin-6-yl)amino)-N-(methyl-d3)nicotinamide